COCCN1CCCC(=CC1)C1=CC(=CC2=C1OCO2)C2(NC(=CC(=N2)NC)C)N 2-[7-[1-(2-methoxyethyl)-2,3,4,7-tetrahydroazepin-5-yl]-1,3-benzodioxol-5-yl]-N4,6-dimethyl-pyrimidine-2,4-diamine